FC(C1=CC=C(C=C1)S(=O)(=O)NC1=C(C=CC(=C1)CNC)C=1OC=CC1)(F)F 4-trifluoromethyl-N-(2-(furan-2-yl)-5-((methylamino)methyl)phenyl)benzenesulfonamide